4-hydroxyphenylacetylene OC1=CC=C(C=C1)C#C